ClC=1C=C(C(=O)NC=2C=C(C=CC2)C=2N=NN(C2)CC(=O)O)C=CC1 2-(4-(3-(3-chlorobenzoylamino)phenyl)-1H-1,2,3-triazol-1-yl)acetic acid